(Z)-3-((tert-butylamino)methylene)-2-((2-heptyloxazol-5-yl)methyl)benzopyran-4-one sodium [Na].C(C)(C)(C)N\C=C/1\C(OC2=C(C1=O)C=CC=C2)CC2=CN=C(O2)CCCCCCC